FC1=CC=C(C=C1)C=1N=CN(C1C1=C2C(=NC=C1)NC=C2)C2CCNCC2 4-(4-(4-fluorophenyl)-1-(piperidin-4-yl)-1H-imidazol-5-yl)-1H-pyrrolo[2,3-b]Pyridine